IC=1C=C2C(=NN(C2=CC1)C)C(C)=O 1-(5-iodo-1-methyl-1H-indazole-3-yl)ethanone